C(CC(C)C)CC(=O)O.C(Cl)(Cl)Cl chloroform isoamyl-acetate